6-(methoxymethoxy)tetralin-1-one COCOC=1C=C2CCCC(C2=CC1)=O